ClC1=CC=C(OC=2C=C(CN3CC4(C3)CCN(CC4)C(=O)OC(C)(C)C)C=CC2)C=C1 tert-butyl 2-(3-(4-chlorophenoxy) benzyl)-2,7-diazaspiro[3.5]nonane-7-carboxylate